C(CCC)(=O)C1=CC(=C(C=N1)C=1C=2N(C3=CC(=NC=C3C1)N(C(OC(C)(C)C)=O)C)C=CN2)C tert-butyl (4-(6-butyryl-4-methylpyridin-3-yl)imidazo[1,2-a][1,6]naphthyridin-8-yl)(methyl)carbamate